C(C)(C)(C)OC(NC1CC(C1)I)=O N-(3-iodocyclobutyl)carbamic acid tert-butyl ester